C(C)(C)C1=C(C=CC=C1)C1N(CCN(C1)C1CCOCC1)C1CC2(C1)CCN(CC2)C2=NC=C(C(=O)N)C=C2 6-(2-(2-(2-isopropylphenyl)-4-(tetrahydro-2H-pyran-4-yl)piperazin-1-yl)-7-azaspiro[3.5]nonan-7-yl)nicotinamide